6-((2S,6R)-2,6-dimethylmorpholino)nicotinamide C[C@@H]1O[C@@H](CN(C1)C1=NC=C(C(=O)N)C=C1)C